methyl 6-methyl-1-{[2-(trimethylsilyl)ethoxy]methyl}-1H-1,5-diazaindene-2-carboxylate CC1=NC=C2C=C(N(C2=C1)COCC[Si](C)(C)C)C(=O)OC